(2S,3S,4R,5R)-5-(6-(benzylamino)-2-(3,4-difluorophenyl)-9H-purin-9-yl)-3,4-dihydroxyl-N-methyltetrahydrofuran-2-carboxamide C(C1=CC=CC=C1)NC1=C2N=CN(C2=NC(=N1)C1=CC(=C(C=C1)F)F)[C@H]1[C@@H]([C@@H]([C@H](O1)C(=O)NC)O)O